CC1=NOC(=C1COC1=CC=C(C(=O)NC=2SC=C(N2)C2=C(C=CC=C2)F)C=C1)C 4-((3,5-dimethylisoxazol-4-yl)methoxy)-N-(4-(2-fluorophenyl)thiazol-2-yl)benzamide